FC(C=1C=C(C=C(C1)C(F)(F)F)C1=NN(C=N1)\C=C/C(=O)N1N(CCC1)C(C1=C(N=CC=C1)Cl)=O)(F)F (Z)-3-(3-(3,5-bis(trifluoromethyl)phenyl)-1H-1,2,4-triazol-1-yl)-1-(2-(2-chloronicotinoyl)pyrazolidin-1-yl)prop-2-en-1-one